4-(piperazin-1-yl)-N-(4-(piperazin-1-yl)phenyl)benzamide bistrifluoroacetic acid salt FC(C(=O)O)(F)F.FC(C(=O)O)(F)F.N1(CCNCC1)C1=CC=C(C(=O)NC2=CC=C(C=C2)N2CCNCC2)C=C1